14-Hydroxy-docosanoic acid OC(CCCCCCCCCCCCC(=O)O)CCCCCCCC